ethyl triethoxysilylpropionate C(C)O[Si](OCC)(OCC)C(C(=O)OCC)C